C1(CC1)COC1=C(C=C(CN2C(N(C3=CC=C(C=C3C2=O)OC(CF)CF)C2CCN(CC2)C=O)=O)C=C1)OC 4-{3-[4-(cyclopropylmethoxy)-3-methoxybenzyl]-6-[2-fluoro-1-(fluoromethyl)ethoxy]-2,4-dioxo-3,4-dihydroquinazolin-1(2H)-yl}piperidine-1-carbaldehyde